methyl (S)-(7-((1-((tert-butyldiphenylsilyl)oxy)hexan-3-yl)amino)-1-((5-((3-methoxyazetidin-1-yl)methyl)quinolin-8-yl)methyl)-1H-pyrazolo[4,3-d]pyrimidin-5-yl)carbamate [Si](C1=CC=CC=C1)(C1=CC=CC=C1)(C(C)(C)C)OCC[C@H](CCC)NC=1C2=C(N=C(N1)NC(OC)=O)C=NN2CC=2C=CC(=C1C=CC=NC21)CN2CC(C2)OC